8-cycloheptyl-2-chloro-7(8H)-pteridinone C1(CCCCCC1)N1C(C=NC=2C=NC(=NC12)Cl)=O